oxo-isatin O=C1C2C(C(NC2=CC=C1)=O)=O